2-nitrobenzenesulfonamide [N+](=O)([O-])C1=C(C=CC=C1)S(=O)(=O)N